ClC=1C=C(C=CC1NC(=O)[C@@H]1CN([C@H](O1)C(F)(F)F)C1=CC(=C(C=C1)C#N)C(F)(F)F)NC(OC)=O methyl (3-chloro-4-((2R,5S)-3-(4-cyano-3-(trifluoromethyl)phenyl)-2-(trifluoromethyl)oxazolidine-5-carboxamido)phenyl)carbamate